diphenyl-amine hydrobromide Br.C1(=CC=CC=C1)NC1=CC=CC=C1